(R)-N-hydroxy-3,3-dimethyl-2-(5-(trifluoromethyl)pyrazin-2-yl)indoline-7-carboxamide ONC(=O)C=1C=CC=C2C([C@@H](NC12)C1=NC=C(N=C1)C(F)(F)F)(C)C